(S)-2-((tert-butoxy carbonyl) amino)-3-ethoxy-3-oxopropyl-4-(4-cyano-2-methoxyphenyl)-5-ethoxy-2,8-dimethyl-1,4-dihydro-1,6-naphthyridine-3-carboxylate C(C)(C)(C)OC(=O)N[C@@H](COC(=O)C1=C(NC2=C(C=NC(=C2C1C1=C(C=C(C=C1)C#N)OC)OCC)C)C)C(=O)OCC